tri(m-difluorophenyl)boron FC1(CC(=CC=C1)F)B(C1(CC(=CC=C1)F)F)C1(CC(=CC=C1)F)F